CC1(OC=2C=C(C=CC2C=2C1=NC(=NC2)NC2=CC1=C(OCCN1CC1COC1)N=C2)N2N=NC=C2C)C 5,5-dimethyl-8-(5-methyl-1H-1,2,3-triazol-1-yl)-N-{1-[(oxetan-3-yl)methyl]-1H,2H,3H-pyrido[2,3-b][1,4]oxazin-7-yl}-5H-chromeno[3,4-d]pyrimidin-3-amine